P(=O)(O)(O)O[C@H]1[C@H]([C@@H](O[C@@H]1CO)N1C(=O)N=C(N)C=C1)OCCCCCCCCCCCCCCCC.[C@@H]1([C@H](O)[C@H](O)[C@@H](CO)O1)N1C=NC=2C(N)=NC=NC12 adenosine 2'-O-hexadecyl-cytidine-3'-phosphate